ClC1=C(C=C(C=C1)C1=NC=C(C(=N1)N1CC(CC1)CNC(OC(C)(C)C)=O)CNC(=O)C1(CC1)C#N)C(F)(F)F tert-butyl ((1-(2-(4-chloro-3-(trifluoromethyl)phenyl)-5-((1-cyanocyclopropane-1-carboxamido)methyl)pyrimidin-4-yl)pyrrolidin-3-yl)methyl)carbamate